1,1,2,2-Tetrakis(4-glycidyloxyphenyl)ethan C(C1CO1)OC1=CC=C(C=C1)C(C(C1=CC=C(C=C1)OCC1CO1)C1=CC=C(C=C1)OCC1CO1)C1=CC=C(C=C1)OCC1CO1